OC1=C(C=CC(=C1)O)C1=NC=NC=N1 6-(2,4-dihydroxyphenyl)-1,3,5-triazine